O=C1CC2CCC(C1)N2C2=C(C=O)C=CC=C2F 2-(3-oxo-8-azabicyclo[3.2.1]octan-8-yl)-3-fluorobenzaldehyde